5-((2-methyltetrahydrofuran-3-yl)methoxy)-1,3,4-thiadiazol-2-amine CC1OCCC1COC1=NN=C(S1)N